Cl.O1C(=CC2=C1C=CC=C2)C(=O)N benzofuran-2-carboxamide hydrochloride